C1(=CC=CC=C1)N1N=CC(=C1C(F)(F)F)C#C[Si](C)(C)C 1-phenyl-5-(trifluoromethyl)-4-[(trimethylsilyl)ethynyl]-1H-pyrazole